N-[(E)-[2-(4,4-difluoropiperidin-1-yl)-6-methylpyrimidin-4-yl]methylidene]-2-methyl-propane-2-sulfenamide FC1(CCN(CC1)C1=NC(=CC(=N1)\C=N\SC(C)(C)C)C)F